BrC=1N=C(C(=NC1)NS(=O)(=O)[C@@H](C(F)(F)F)C1=CC(=CC(=C1)Cl)Cl)O |r| (+/-)-N-(5-bromo-3-hydroxypyrazin-2-yl)-1-(3,5-dichlorophenyl)-2,2,2-trifluoro-ethane-1-sulfonamide